2,6-dimethyl-2H-pyrazolo[3,4-b]pyridin-5-amine CN1N=C2N=C(C(=CC2=C1)N)C